Trans-4'-hydroxy-2-oxo-1,3'-bipiperidine-1'-carboxylic acid benzyl ester C(C1=CC=CC=C1)OC(=O)N1C[C@H]([C@@H](CC1)O)N1C(CCCC1)=O